2-Amino-N-{2-[(tert-Butyldimethylsilyl)oxy]-3-(1,2,3,4-tetrahydroisoquinolin-2-yl)propyl}benzamide NC1=C(C(=O)NCC(CN2CC3=CC=CC=C3CC2)O[Si](C)(C)C(C)(C)C)C=CC=C1